phosphorus HCl Cl.[P]